ClC1=C(C=C2C=C(N=CC2=C1)NC(=O)C1C2COC[C@H]12)C1CCN(CC1)[C@]1(COCC1)C (1S)-N-(7-chloro-6-(1-(3R-methyltetrahydrofuran-3-yl)piperidin-4-yl)isoquinolin-3-yl)-3-oxabicyclo[3.1.0]hexane-6-carboxamide